C(C)(C)(C)OC(=O)N(C(OC(C)(C)C)=O)C1=NC=NC(=C1CC(OCC)OCC)Cl tert-Butyl (tert-butoxycarbonyl)(6-chloro-5-(2,2-diethoxyethyl)pyrimidin-4-yl)carbamate